CC(CO)(C)O 2-methyl-1,2-propylene glycol